3-(3-methyl-4-(2-(methylcarbamoyl)pyridin-4-yloxy)phenyl)urea CC=1C=C(C=CC1OC1=CC(=NC=C1)C(NC)=O)NC(N)=O